Cl.CCCCC=CC Hept-5-ene hydrochloride